5-(1-((7-ethyl-6-oxo-5,6-dihydro-1,5-naphthyridin-3-yl)methyl)-1,2,3,6-tetrahydropyridin-4-yl)-N,1-dimethyl-1H-pyrrole-2-carboxamide C(C)C=1C(NC=2C=C(C=NC2C1)CN1CCC(=CC1)C1=CC=C(N1C)C(=O)NC)=O